C[C@@H]1N(CCN(C1)C1=C2C(=NC=C1)N(CC2)C(NC2=CC1=CN(N=C1C=C2)C)=O)C(=O)OC(C)(C)C tert-butyl (S)-2-methyl-4-(1-((2-methyl-2H-indazol-5-yl)carbamoyl)-2,3-dihydro-1H-pyrrolo[2,3-b]pyridin-4-yl)piperazine-1-carboxylate